CC1=CC(=C(C(=C1)C#C)N1C=CC=C1)C#C 1-(4-methyl-2,6-diethynylphenyl)-1H-pyrrole